OC1=CC=C(C=C1)/C(=C(\CC)/C1=CC=CC=C1)/C1=CC=C(OCCN2CCN(CC2)C(COC=2C=C3CN(C(C3=CC2)=O)C2C(NC(CC2)=O)=O)=O)C=C1 (Z)-3-(5-(2-(4-(2-(4-(1-(4-hydroxyphenyl)-2-phenylbut-1-en-1-yl)phenoxy)ethyl)piperazin-1-yl)-2-oxoethoxy)-1-oxoisoindolin-2-yl)piperidine-2,6-dione